O=C1N(C(C2=CC=CC=C12)=O)OCC#CC1=CC=C(S1)C#CCNC(C)=O N-(3-(5-(3-((1,3-dioxo-isoindolin-2-yl)oxy)prop-1-yn-1-yl)thiophen-2-yl)prop-2-yn-1-yl)acetamide